O1CC(C1)N1C(NC=C1)=O 3-(oxetan-3-yl)-2-oxoimidazole